CN(C1CCN(CC1)CC1=CC=C(C=C1)C=1C=CC2=C(N(C(=N2)C2=CC=C(C=C2)S(=O)(=O)C)C)C1)C N,N-Dimethyl-1-(4-(1-methyl-2-(4-(methylsulfonyl)phenyl)-1H-benzo[d]imidazol-6-yl)benzyl)piperidin-4-amin